6-((1-(2,2,2-Trifluoroacetyl)piperidin-4-yl)oxy)pyridine-3-sulfonyl chloride FC(C(=O)N1CCC(CC1)OC1=CC=C(C=N1)S(=O)(=O)Cl)(F)F